2-(4-fluoro-6-methoxy-2',6'-dimethyl-[1,1'-biphenyl]-3-yl)-5-methyl-4-((3-(trifluoromethyl)phenyl)carbamoyl)-1H-imidazole 3-oxide FC1=C(C=C(C(=C1)OC)C1=C(C=CC=C1C)C)C=1NC(=C([N+]1[O-])C(NC1=CC(=CC=C1)C(F)(F)F)=O)C